FC(CN1N=CC=2C1=NC(=CN2)N2CC1(CN(C1)S(=O)(=O)C1=C(C=CC=C1)C(F)(F)F)CC2)F 6-[1-(2,2-difluoroethyl)-1H-pyrazolo[3,4-b]pyrazin-6-yl]-2-[2-(trifluoromethyl)benzenesulfonyl]-2,6-diazaspiro[3.4]octane